FC=1C(=C(C=CC1F)C1CCN(CC1)C(=O)C1=NNC=2CN(CCC21)CC(=O)O)C(F)(F)F 2-(3-(4-(3,4-difluoro-2-(trifluoromethyl)phenyl)piperidine-1-carbonyl)-1,4,5,7-tetrahydro-6H-pyrazolo[3,4-c]pyridin-6-yl)acetic acid